chloro-5-methyl-N-(1-phenylpropyl)pyrimidin-4-amine ClC1=NC=C(C(=N1)NC(CC)C1=CC=CC=C1)C